phenazin-1-amine succinate C(CCC(=O)O)(=O)O.C1(=CC=CC2=NC3=CC=CC=C3N=C12)N